(E)-2-isopropyl-5-(2-(thiazole-4-yl)vinyl)benzene-1,3-diol C(C)(C)C1=C(C=C(C=C1O)\C=C\C=1N=CSC1)O